C1(CC(C(CC1)C(C)C)C(C)O)C menthyl-ethanol